6-(8-chloro-4-(isothiazol-5-ylmethyl)-5,6-dihydro-4H-[1,4]oxazepino[5,6,7-de]quinazolin-9-yl)-methyl-5-(trifluoromethyl)pyridin-2-amine ClC1=C2C=3C(=NC=NC3C=C1C1=C(C=C(C(=N1)N)C)C(F)(F)F)N(CCO2)CC2=CC=NS2